OC[C@H](CC1=CC=CC=C1)NC(=O)C1=CC2=C(OCO2)C=C1 (S)-N-(1-hydroxy-3-phenylpropan-2-yl)benzo[d][1,3]dioxole-5-carboxamide